BrC1=CC(=C(C(=O)NC2=NC=CC(=C2)C(F)(F)F)C=C1)F 4-bromo-2-fluoro-N-(4-(trifluoromethyl)pyridin-2-yl)benzamide